C[Si](CCOCN1C=CC2=C1N=CN=C2C=2C=NN(C2)[C@@H](CC#N)C)(C)C (R)-3-(4-(7-((2-(trimethylsilyl)ethoxy)methyl)-7H-pyrrolo[2,3-d]pyrimidin-4-yl)-1H-pyrazol-1-yl)butanenitrile